5-(1-fluoro-3-hydroxy-7-{(3-methylbutyl)[2-(pyridin-2-yl)ethyl]amino}-5,6,7,8-tetrahydronaphthalen-2-yl)-1λ6,2,5-thiadiazolidine-1,1,3-trione FC1=C(C(=CC=2CCC(CC12)N(CCC1=NC=CC=C1)CCC(C)C)O)N1CC(NS1(=O)=O)=O